N-(6-((8-chloro-3-methyl-1,5-dioxo-3-(m-tolyl)-1,2,3,5-tetrahydroimidazo-[1,5-a]pyridin-6-yl)amino)pyrimidin-4-yl)cyclopropanecarboxamide ClC1=C2N(C(C(=C1)NC1=CC(=NC=N1)NC(=O)C1CC1)=O)C(NC2=O)(C=2C=C(C=CC2)C)C